ClC=1C=C(C(=O)O)C=CC1CC=O 3-chloro-4-formylmethylbenzoic acid